(d)-2-[[-]-4-(2,4,4-trimethylpentan-2-yl)phenoxy]ethanol CC(C)(CC(C)(C)C)C1=CC=C(OCCO)C=C1